OCCOC1CCC(CC1)C(CC)(C)C1CCC(CC1)OCCO 3,3-bis[4-(2-hydroxyethoxy)cyclohexyl]butane